BrC=1C=C(C(=C2C=CC(=NC12)N1CCCC1)OC)C 8-bromo-5-methoxy-6-methyl-2-(pyrrolidin-1-yl)quinoline